C=C Ethylen